OC1(C2=CC=CC=C2C=2C=CC=C(C12)C1=CC=CC2=CC=CC=C12)O 9,9-dihydroxynaphthylfluorene